5-{2-amino-[1,2,4]triazolo[1,5-a]pyridin-7-yl}-2-methoxy-N-[(3-phenyl-1H-pyrazol-4-yl)methyl]pyridine-3-carboxamide NC1=NN2C(C=C(C=C2)C=2C=C(C(=NC2)OC)C(=O)NCC=2C(=NNC2)C2=CC=CC=C2)=N1